6-[(3S,4S)-4-methyl-1-(quinoxalin-2-ylmethyl)pyrrolidin-3-yl]-1-(tetrahydro-2H-pyran-4-yl)-1,5-dihydro-4H-pyrazolo[3,4-d]pyrimidin-4-one C[C@H]1[C@@H](CN(C1)CC1=NC2=CC=CC=C2N=C1)C=1NC(C2=C(N1)N(N=C2)C2CCOCC2)=O